3-(3-((2-ethylhexyl)oxy)propoxy)propan-1-ol C(C)C(COCCCOCCCO)CCCC